3-(3-(4-(((2,3-difluorophenyl)amino)methyl)benzyl)isoxazol-5-yl)pyridin FC1=C(C=CC=C1F)NCC1=CC=C(CC2=NOC(=C2)C=2C=NC=CC2)C=C1